(S)-(+)-1,1'-binaphthyl-2,2'-diyl hydrogenphosphate C1=CC=C2C(=C1)C=CC3=C2C4=C(C=CC5=CC=CC=C54)OP(=O)(O3)O